FC1=C(OCCC(P(=O)(O)O)(O)P(O)(O)=O)C=CC(=C1F)C1CCC(CC1)C1CCC(CC1)CCCCC [3-[2,3-difluoro-4-[4-(4-pentylcyclohexyl)cyclohexyl]phenoxy]-1-hydroxy-1-phosphono-propyl]phosphonic acid